C(C)(C)(C)OC(=O)N[C@H](C(=O)N1[C@@H]([C@H]2C([C@H]2C1)(C)C)C(=O)OC)C(C)(C)C methyl (1R,2S,5S)-3-[(2S)-2-(tert-butoxycarbonylamino)-3,3-dimethyl-butanoyl]-6,6-dimethyl-3-azabicyclo[3.1.0]hexane-2-carboxylate